6-chloro-2'-(difluoromethyl)-5'-methoxy-[4,4'-bipyridine]-3-carboxylic acid tert-butyl ester C(C)(C)(C)OC(=O)C=1C=NC(=CC1C1=CC(=NC=C1OC)C(F)F)Cl